rac-(4aS,10bS)-8-cyclopropyl-2,3,4,4a,6,10b-hexahydro-1H-isochromeno[4,3-b]pyridine C1(CC1)C=1C=CC2=C(C1)CO[C@@H]1[C@H]2NCCC1 |r|